N(CCC(C(=O)N)Cl)(CCC(C(=O)N)Cl)CCC(C(=O)N)Cl N'-(nitrilotris(ethane-2,1-diyl))tris(2-chloroacetamide)